Cl.CO[C@H]1[C@@H](C1)N (1R,2R)-2-methoxycyclopropan-1-amine hydrochloride